(2S)-3-amino-2-(2-{2,6-difluoro-4-[(3S)-3-fluoro-pyrrolidine-1-sulfonyl]phenyl}-4-methylquinoline-7-carboxamido)propionic acid hydrochloride salt Cl.NC[C@@H](C(=O)O)NC(=O)C1=CC=C2C(=CC(=NC2=C1)C1=C(C=C(C=C1F)S(=O)(=O)N1C[C@H](CC1)F)F)C